4-{3-(4-chlorophenyl)-1-[2-(4-morpholinyl)ethyl]ureido}-3-methyl-N-(1-methyl-1H-pyrazol-4-yl)benzamide ClC1=CC=C(C=C1)NC(N(CCN1CCOCC1)C1=C(C=C(C(=O)NC=2C=NN(C2)C)C=C1)C)=O